C(C([2H])([2H])[2H])([2H])([2H])N1CCCC1 (ethyl-d5)pyrrolidine